NC=1C2=C(N=C(N1)Cl)N(C=C2Br)[C@H]2[C@@H]([C@@H]([C@H](C2)C2CCN(CC2)CC2CC2)O)O (1R,2S,3R,5R)-3-{4-amino-5-bromo-2-chloropyrrolo[2,3-d]pyrimidin-7-yl}-5-[1-(cyclopropylmethyl)piperidin-4-yl]cyclopentane-1,2-diol